FC=1C=C(C=C2C(=CC=NC12)C(C)(C)O)B(O)O (8-fluoro-4-(2-hydroxypropan-2-yl)quinolin-6-yl)boronic acid